7-fluoro-5-methyl-1H-benzo[d][1,2,3]triazole FC1=CC(=CC2=C1NN=N2)C